ethyl-2-trans-4-cis-decadienoate CCCCC/C=C\C=C\C(=O)OCC